BrC=1C=C(C=CC1F)C1=CC=CC2=NC3=CC=CC=C3N=C12 4-(3-bromo-4-fluorophenyl)-phenazine